3-((3R,4S)-4-((5-(1-ethyl-1H-benzo[d][1,2,3]triazol-6-yl)-4-methoxypyrrolo[2,1-f][1,2,4]triazin-2-yl)amino)-3-fluoropiperidin-1-yl)oxetan-3-carbonitrile C(C)N1N=NC2=C1C=C(C=C2)C=2C=CN1N=C(N=C(C12)OC)N[C@@H]1[C@@H](CN(CC1)C1(COC1)C#N)F